3-{2-(difluoromethoxy)-4-[(7-methoxy-4-quinazolinyl)oxy]phenyl}-1-[5-(trifluoromethyl)-3-pyridinyl]-2,4-imidazolidinedione FC(OC1=C(C=CC(=C1)OC1=NC=NC2=CC(=CC=C12)OC)N1C(N(CC1=O)C=1C=NC=C(C1)C(F)(F)F)=O)F